C(C)(=O)NNC(=O)C12CC(CC(N1C(=O)NC1=CC(=C(C=C1)C(F)(F)F)C1=NC=C(C=N1)F)C2)C 1-(2-acetylhydrazine-1-carbonyl)-N-(3-(5-fluoropyrimidin-2-yl)-4-(trifluoromethyl)phenyl)-3-methyl-6-azabicyclo[3.1.1]heptane-6-carboxamide